tert-Butyl (2-((4-amino-3-cyanophenyl)amino)ethyl)carbamate NC1=C(C=C(C=C1)NCCNC(OC(C)(C)C)=O)C#N